2-(2-Chloro-5-(2-hydroxypropan-2-yl)-8-oxothieno[2',3':4,5]pyrrolo[1,2-d][1,2,4]triazin-7(8H)-yl)-N-(3-(methylsulfonamido)phenyl)acetamid ClC1=CC2=C(C=C3N2C(=NN(C3=O)CC(=O)NC3=CC(=CC=C3)NS(=O)(=O)C)C(C)(C)O)S1